FC(CN1C(C2=CC=CC=C2C1=O)=O)(CCSCCO)F (2,2-Difluoro-4-((2-hydroxyethyl)thio)butyl)isoindoline-1,3-dione